OC=1C=C(C=CC1)C(C(F)(F)F)(C(F)(F)F)C1=CC(=CC=C1)O 2,2-bis(3-hydroxyphenyl)-1,1,1,3,3,3-hexafluoropropane